benzyl (3R)-3-methylsulfonyloxypiperidine-1-carboxylate CS(=O)(=O)O[C@H]1CN(CCC1)C(=O)OCC1=CC=CC=C1